C1(CC1)C1=NOC(=N1)C12CCC(CC1)(CC2)CN(C(=O)C2CCN(CC2)C(=O)OC(C)(C)C)C2=CC(=CC=C2)C=2N=C(SC2)COC tert-butyl 4-(((4-(3-cyclopropyl-1,2,4-oxadiazol-5-yl)bicyclo[2.2.2]octan-1-yl)methyl)(3-(2-(methoxymethyl)thiazol-4-yl)phenyl)carbamoyl)piperidine-1-carboxylate